C1=C(C(=CC2=CC=CC=C12)C(=O)OCC)C(=O)OCC diethyl 2,3-naphthalenedicarboxylate